FC(S(=O)(=O)OC1=C(C=CC=C1)C1=C(C=CC2=CC=CC=C12)OC)(F)F (-)-2-(2-Methoxynaphthalen-1-yl)phenyl trifluoromethanesulfonate